C(CC)C1CCC(OC1)C1CCC(CC1)=O 4-(5-propyltetrahydropyran-2-yl)cyclohexanone